C(C)(C)(C)OC(=O)N1C[C@H](CC1)N1N=C(C(=C1NCCN1CCOCC1)C#N)Br.N1=CNC2=C1C=CC=C2 Benzimidazole tert-butyl-(3S)-3-(3-bromo-4-cyano-5-[[2-(morpholin-4-yl)ethyl]amino]pyrazol-1-yl)pyrrolidine-1-carboxylate